C(CCCCCCCCCCCCCCCCCCCCCC)(=O)OCCCCCCCCCCCCCCCCCCCCCC Behenyl Tricosylate